N1=CC=CC=2OCC3N(C21)C(OC3)=O 6a,7-dihydro-6H,9H-oxazolo[3,4-d]pyrido[3,2-b][1,4]oxazin-9-one